CN1C(C2=C(C(=C1)C=1C=C(C=CC1OC1COCCC1)NS(=O)(=O)CCC)C=CN2)=O N-[3-(6-methyl-7-oxo-6,7-dihydro-1H-pyrrolo[2,3-c]pyridin-4-yl)-4-(tetrahydro-2H-pyran-3-yloxy)phenyl]propane-1-sulfonamide